N1=CCCC1C(=O)O 1-Pyrroline-5-carboxylic acid